C(C1=CC=CC=C1)N1CCC2(CC1)C(NC1=CC(=CC=C12)Br)=O benzyl-6-bromospiro[indoline-3,4'-piperidin]-2-one